N1C=CC2=CC=C(C=C12)C1=CC=C(C=C1)C(=O)N1CCC(CC1)C=1NC(=CN1)C (4-(1H-indol-6-yl)phenyl)(4-(5-methyl-1H-imidazol-2-yl)piperidin-1-yl)methanone